4-(2-(4-bromo-2-methylphenyl)hydrazino)-2,6-dichloro-5-(dimethoxymethyl)pyrimidine BrC1=CC(=C(C=C1)NNC1=NC(=NC(=C1C(OC)OC)Cl)Cl)C